(S)-(+)-3-Fluoropyrrolidin Hydrochlorid Cl.F[C@@H]1CNCC1